3-hydroxy-1-adamantanemethanol OC12CC3(CC(CC(C1)C3)C2)CO